BrC=1C(=C(SC1)C(=O)O)OCC1=CC=NC=C1 4-bromo-3-(pyridin-4-ylmethoxy)thiophene-2-carboxylic acid